tert-butyl N-[4-[4-[(6,7-dihydroxy-5-nitro-naphthalene-2-carbonyl)-ethyl-amino]butyl-methyl-amino]-4-oxo-butyl]carbamate OC=1C(=C2C=CC(=CC2=CC1O)C(=O)N(CCCCN(C(CCCNC(OC(C)(C)C)=O)=O)C)CC)[N+](=O)[O-]